FCC1CN(C1)CCOC1=CC=C(C=C1)I 3-(fluoromethyl)-1-[2-(4-iodophenoxy)ethyl]azetidine